3-(((4-(trifluoromethyl)benzoyl)oxy)imino)cyclobutane-1-carboxylic acid methyl ester COC(=O)C1CC(C1)=NOC(C1=CC=C(C=C1)C(F)(F)F)=O